(S)-22-(tert-butoxycarbonyl)-43,43-dimethyl-10,19,24,41-tetraoxo-3,6,12,15,42-pentaoxa-9,18,23-triazatetratetracontan C(C)(C)(C)OC(=O)[C@H](CCC(NCCOCCOCC(NCCOCCOCC)=O)=O)NC(CCCCCCCCCCCCCCCCC(OC(C)(C)C)=O)=O